ethyl (E)-2-[2-(dimethylamino)-4-methyl-5-pyrimidinylcarbonylamino]-5,5-dimethyl-3-hexenoate CN(C1=NC=C(C(=N1)C)C(=O)NC(C(=O)OCC)\C=C\C(C)(C)C)C